4-chloro-3-fluoro-2-(hydroxymethyl)-1-{[2-(trimethylsilyl)ethoxy]methyl}-1,6-dihydro-7H-pyrrolo[2,3-c]pyridin-7-one ClC=1C2=C(C(NC1)=O)N(C(=C2F)CO)COCC[Si](C)(C)C